(Z)-3-(13-amino-1-(3-hydroxyphenyl)-5,8,11-trioxa-2-azatridecylidene)-5-bromoindolin-2-one NCCOCCOCCOCCN\C(\C1=CC(=CC=C1)O)=C\1/C(NC2=CC=C(C=C12)Br)=O